C(#N)CC1(CN(C1)C1CCN(CC1)C(=O)NC1=C(C=CC=C1F)F)N1N=CC(=C1)C=1C2=C(N=CN1)NC=C2 4-{3-(cyanomethyl)-3-[4-(7H-pyrrolo[2,3-d]pyrimidin-4-yl)-1H-pyrazol-1-yl]azetidin-1-yl}-N-(2,6-difluorophenyl)piperidine-1-carboxamide